2-hydroxy-4-(2-methoxy-3-o-fluorophenylbenzyloxy)benzaldehyde OC1=C(C=O)C=CC(=C1)OCC1=C(C(=CC=C1)C1=C(C=CC=C1)F)OC